ClC1=CC(=C(OCC2=CC=C(C(=N2)C=2CN(CC2)CC2=NC3=C(N2CC2(CC2)CC#N)C=C(C=C3)C(=O)O)F)C=C1)F 2-[(3-{6-[(4-chloro-2-fluorophenoxy)methyl]-3-fluoropyridin-2-yl}-2,5-dihydro-1H-pyrrol-1-yl)methyl]-1-{[1-(cyanomethyl)cyclopropyl]methyl}-1H-1,3-benzodiazole-6-carboxylic acid